COCC[C@@H]([C@H]1[C@@H](C1)C(NC1CC(OC2=CC=CC(=C12)OC)(C)C)=O)N1C(NC(CC1=O)(C)C)=[NH2+] [1-[(1S)-3-methoxy-1-[(1R,2R)-2-[(5-methoxy-2,2-dimethyl-chroman-4-yl)carbamoyl]cyclopropyl]propyl]-4,4-dimethyl-6-oxo-hexahydropyrimidin-2-ylidene]ammonium